6-(6-acetylquinolin-4-ylamino)-N-(4-(pyridin-4-ylamino)phenyl)nicotinamide C(C)(=O)C=1C=C2C(=CC=NC2=CC1)NC1=NC=C(C(=O)NC2=CC=C(C=C2)NC2=CC=NC=C2)C=C1